2-(3-methoxyphenyl)imidazole COC=1C=C(C=CC1)C=1NC=CN1